CC(C)(C)NC(=O)O[C@H](CO)C (S)-2-hydroxy-1-methylethyl 2-methyl-2-propanecarbamate